(3R)-1-(7-bromo-6-chloro-2-((2-(difluoromethylene)tetrahydro-1H-pyrrolizin-7a(5H)-yl)methoxy)-8-fluoroquinazolin-4-yl)-3-methylpiperidin-3-ol BrC1=C(C=C2C(=NC(=NC2=C1F)OCC12CCCN2CC(C1)=C(F)F)N1C[C@@](CCC1)(O)C)Cl